((1S*,2S*)-2-methylcyclopentyl)isoquinolin C[C@@H]1[C@H](CCC1)C1=NC=CC2=CC=CC=C12 |o1:1,2|